BrC1=C(C=C(C=C1)C1=CCC2(CN(C2)C(=O)OCCCC)CC1)OC Butyl 7-(4-bromo-3-methoxyphenyl)-2-azaspiro[3.5]non-6-ene-2-carboxylate